CCCCCCCCC(CCCCCCCC)OC(C(CCCCCCCCCCCCCC(=O)OCCC(CCCCCC)CCCCCC)NCCO)=O 8-(8-((3-hexylnonyl)oxy)-8-oxooctyl)-((2-hydroxyethyl)amino)octanoic acid heptadecan-9-yl ester